Cl.ClC1=C(C=CC(=C1)C(F)(F)F)NC(CN1C(=C(C(C=2C1=NC=C(N2)OC(F)F)=O)N2CCNCC2)CC)=O N-(2-chloro-4-(trifluoromethyl)phenyl)-2-(2-(difluoromethoxy)-6-ethyl-8-oxo-7-(piperazin-1-yl)pyrido[2,3-b]pyrazin-5(8H)-yl)acetamide hydrochloride